O[C@@H]1C[C@@H]1C(=O)OC(C)C isopropyl (1S,3R)-3-hydroxy-cyclopropanecarboxylate